4-((3-(7-(((3S,4R)-3-fluoro-1-methylpiperidin-4-yl)amino)-3-(prop-1-yn-1-yl)-2H-indazol-2-yl)prop-2-yn-1-yl)amino)-3-methoxy-N-methylbenzamide F[C@H]1CN(CC[C@H]1NC1=CC=CC2=C(N(N=C12)C#CCNC1=C(C=C(C(=O)NC)C=C1)OC)C#CC)C